Cl.N[C@H](C(=O)OC)C1=CC=C(C=C1)F methyl (2S)-amino(4-fluorophenyl)ethanoate hydrochloride